(S)-N-(5-(cyclopentynyl)-2-(3,4-dimethylpiperazin-1-yl)phenyl)-6-oxo-4-(trifluoromethyl)-1,6-dihydropyridine-3-carboxamide C1(C#CCC1)C=1C=CC(=C(C1)NC(=O)C1=CNC(C=C1C(F)(F)F)=O)N1C[C@@H](N(CC1)C)C